OCC1=CC=C(C=C1)C#CCCNC(OC(C)(C)C)=O tert-Butyl (4-(4-(hydroxymethyl)phenyl)but-3-yn-1-yl)carbamate